C1(CC1)C1=CC(=C2C(=N1)N(CC2)C(NC2=CC=1N(C=C2OC)N=C(C1)C)=O)N1CC(N(CC1)C(=O)OC(C)(C)C)(C)C tert-butyl 4-(6-cyclopropyl-1-((6-methoxy-2-methylpyrazolo[1,5-a]pyridin-5-yl)carbamoyl)-2,3-dihydro-1H-pyrrolo[2,3-b]pyridin-4-yl)-2,2-dimethylpiperazine-1-carboxylate